6-methoxy-2,2,4-trimethyl-1,2-Dihydroquinoline COC=1C=C2C(=CC(NC2=CC1)(C)C)C